(-)-1,2-Di-p-tolylethan-1-ol C1(=CC=C(C=C1)C(CC1=CC=C(C=C1)C)O)C